Pyridyl disulphide N1=C(C=CC=C1)SSC1=NC=CC=C1